6-bromo-2-(3,4-dimethoxyphenyl)-1-methyl-1H-pyrrolo[3,2-b]pyridine BrC=1C=C2C(=NC1)C=C(N2C)C2=CC(=C(C=C2)OC)OC